C(CC)S(=O)(=O)[O-].C[NH+](C)CCCNC(C(=C)C)=O N,N-Dimethyl(methacrylamidopropyl)ammonium propanesulfonate